C(CCCCCCCCC)SSC1=C(C=CC=C1C=1NC=CN1)C 2-(decyldithio)-tolylimidazole